5-amino-N,N'-bis(1,3-diacetoxy-2-propyl)-2,4,6-triiodoisophthalamide NC=1C(=C(C(=C(C(=O)NC(COC(C)=O)COC(C)=O)C1I)I)C(=O)NC(COC(C)=O)COC(C)=O)I